tert-butyl 6-(5-azaspiro[2.4]heptan-5-yl)quinoline-4-carboxylate C1CC12CN(CC2)C=2C=C1C(=CC=NC1=CC2)C(=O)OC(C)(C)C